furan-2-carboxylic Acid Dimethylamide CN(C(=O)C=1OC=CC1)C